6-(1-(5-((5-Chloro-4-fluoro-2,3-dihydro-1H-inden-2-yl)amino)pyridin-2-yl)-2,2,2-trifluoroethyl)-2-oxa-6-azaspiro[3.4]octan-5-one ClC=1C(=C2CC(CC2=CC1)NC=1C=CC(=NC1)C(C(F)(F)F)N1C(C2(COC2)CC1)=O)F